6-(2,3-difluorophenyl)-2-[(4-fluoro-2-pyridinyl)oxymethyl]imidazo[1,2-a]pyrimidine FC1=C(C=CC=C1F)C=1C=NC=2N(C1)C=C(N2)COC2=NC=CC(=C2)F